C1(=CC=CC=C1)N1C(OC(C2=C1C=C(C=C2)C(F)(F)F)=O)=O 1-phenyl-7-(trifluoromethyl)-2H-benzo[d][1,3]oxazine-2,4(1H)-dione